8-(1-(2-(3,5-dimethylbenzyl)phenyl)-3-methyl-4,5-dihydro-2H-benzo[e]isoindol-2-yl)naphthalen-2-ol CC=1C=C(CC2=C(C=CC=C2)C=2N(C(=C3CCC4=C(C23)C=CC=C4)C)C=4C=CC=C2C=CC(=CC42)O)C=C(C1)C